ClC1C=CC=C(N2CCNCC2)C=1 CHLOROPHENYLPIPERAZINE